COC=1C=C(C=C(C1)OC)C1=NC2=C(N1C1CC(C1)C(NC)=O)C=C(C=C2)C(=O)NCCCN2CCN(CC2)C2=CC=CC=C2 2-(3,5-dimethoxyphenyl)-1-((1r,3r)-3-(methylcarbamoyl)cyclobutyl)-N-(3-(4-phenylpiperazin-1-yl)propyl)-1H-benzo[d]imidazole-6-carboxamide